CCCCCCCCCCCCCCCC1=C(C(=C(C(=C1C)C)C)O)O The molecule is catechol substituted at positions 3, 4 and 5 (4, 5 and 6) with methyl groups and at position 6 (3) with a pentadecyl group. It has a role as a hapten and an allergen.